(S)-(4-(4-chloropyrazolo[1,5-a]pyridin-2-yl)-6,7-dihydro-1H-imidazo[4,5-c]pyridin-5(4H)-yl)(5-(2-hydroxypropan-2-yl)-1,3,4-oxadiazol-2-yl)methanone ClC=1C=2N(C=CC1)N=C(C2)[C@H]2N(CCC1=C2N=CN1)C(=O)C=1OC(=NN1)C(C)(C)O